2-(3'-tert-butylphenyl)benzotriazole C(C)(C)(C)C=1C=C(C=CC1)N1N=C2C(=N1)C=CC=C2